FC=1C=C2C=C(N(C2=CC1\C=C\C1=NOC=C1)S(=O)(=O)C1=CC=CC=C1)CNC(OC(C)(C)C)=O tert-butyl (E)-((5-fluoro-6-(2-(isoxazol-3-yl)vinyl)-1-(phenylsulfonyl)-1H-indol-2-yl)methyl)carbamate